5-Ethyl-3-hydroxy-4-methyl-2(5H)-furanon C(C)C1C(=C(C(O1)=O)O)C